3-(trifluoromethyl)pyridinecarbonitrile FC(C=1C(=NC=CC1)C#N)(F)F